ClC1=CC=CC=2N1C(=NC2I)N2CC(C(C2)(F)F)(F)F 5-chloro-1-iodo-3-(3,3,4,4-tetrafluoropyrrolidin-1-yl)imidazo[1,5-a]pyridine